5-chloro-N-((1r,4r)-4-((3-(3,4-dimethoxyphenyl)-2-oxo-2,3-dihydro-1H-benzo[d]imidazol-1-yl)methyl)cyclohexyl)-2-methylnicotinamide ClC=1C=NC(=C(C(=O)NC2CCC(CC2)CN2C(N(C3=C2C=CC=C3)C3=CC(=C(C=C3)OC)OC)=O)C1)C